2-(butan-2-yl)-4-(4-chlorophenyl)-2,4-dihydro-3H-1,2,4-triazol-3-one CC(CC)N1N=CN(C1=O)C1=CC=C(C=C1)Cl